C(C)(C)C=1NC(=CN1)C(=O)C1=NN(C2=CC=CC=C12)COCC[Si](C)(C)C (2-isopropyl-1H-imidazol-5-yl)-[1-(2-trimethylsilylethoxymethyl)indazol-3-yl]methanone